1-methyl-3-heptyl-imidazole CN1CN(C=C1)CCCCCCC